3-amino-1-(3,4-difluorophenyl)-2,2-difluoropropan NCC(CC1=CC(=C(C=C1)F)F)(F)F